1-(6,7-dihydro-5H-benzo[6,7]cyclohepta[1,2-c]pyridazin-3-yl)-N4-(7-((bicyclo[2.2.1]heptan-2-yl)(methyl)amino)-6,7,8,9-tetrahydro-5H-benzo[7]annulene-2-yl)-1H-1,2,4-triazole-3,5-diamine N1=NC(=CC2=C1C1=C(CCC2)C=CC=C1)N1N=C(N(C1N)C=1C=CC2=C(CCC(CC2)N(C)C2C3CCC(C2)C3)C1)N